P(=O)(OCCCC)(OCCCCCC)OCCCCCC butyl di-(1-hexyl) phosphate